NC([C@@H](C(C)(C)S(=O)(=O)C1(CC1)CN1C(C2=C(CC1)C(=NN2C)C(=O)NCC2=CC=C(C=C2)C#N)=O)O)(C)C (S)-6-((1-((4-Amino-3-hydroxy-2,4-dimethylpentan-2-yl)sulfonyl)cyclopropyl)methyl)-N-(4-cyanobenzyl)-1-methyl-7-oxo-4,5,6,7-tetrahydro-1H-pyrazolo[3,4-c]pyridine-3-carboxamide